ClC1=NN(C(C=C1)=O)CC(=O)NC1=CC=C(C=C1)C#N 2-(3-chloro-6-oxopyridazin-1(6H)-yl)-N-(4-cyanophenyl)acetamide